Methyl (3-methoxy-4-(3-methyl-6-(pyrazolo[1,5-a]pyrimidin-3-yl)-1H-pyrazolo[4,3-c]pyridin-1-yl)benzyl)carbamate COC=1C=C(CNC(OC)=O)C=CC1N1N=C(C=2C=NC(=CC21)C=2C=NN1C2N=CC=C1)C